Cl.NC1=NC(=NC=2N1N=C(N2)C=2OC=CC2)N2C[C@@H](CCC2)CN2CCN(CC2)C=2SC(=CN2)C(=O)O (S)-2-(4-((1-(7-amino-2-(furan-2-yl)-[1,2,4]triazolo[1,5-a][1,3,5]triazin-5-yl)piperidin-3-yl)methyl)piperazin-1-yl)thiazole-5-carboxylic acid hydrochloride